C(#N)COC(COC1=C(C=CC=C1)OC1=C(C=C(C(=C1)N1C(N(C(=CC1=O)C(F)(F)F)C)=O)F)Br)=O Cyanomethyl-(2-{2-bromo-4-fluoro-5-[3-methyl-2,6-dioxo-4-(trifluoromethyl)-3,6-dihydropyrimidin-1(2H)-yl] phenoxy}phenoxy)acetate